C(CCCCCCCCC\C=C\CCCCCC)(=O)O vaccenic acid